3-(((6-chloro-2-(trifluoromethyl)quinolin-4-yl)amino)methyl)-3-phenylcyclopentan-1-one ClC=1C=C2C(=CC(=NC2=CC1)C(F)(F)F)NCC1(CC(CC1)=O)C1=CC=CC=C1